3-[(3-Chlorophenyl)ethynyl]-5,6-dihydroimidazo[1,2-a]pyrazine-7(8H)-carboxylic acid ethyl ester C(C)OC(=O)N1CC=2N(CC1)C(=CN2)C#CC2=CC(=CC=C2)Cl